6-chloro-3-(1H-imidazol-1-yl)-5-methoxy-2-(3-(trifluoromethyl)-1H-1,2,4-triazol-5-yl)-1H-pyrrolo[3,2-b]pyridine ClC=1C=C2C(=NC1OC)C(=C(N2)C2=NC(=NN2)C(F)(F)F)N2C=NC=C2